C(C)OC(=O)C=1C=C(C=CC1F)B(O)O 3-ethoxycarbonyl-4-fluorophenylboronic acid